[Ni].[Zn].[Fe] iron zinc-nickel